ClC=1C=C(C=C(C1)Cl)N1CC(CC1)C=1C(=C(C(=O)O)C=CC1)F 3-(1-(3,5-dichlorophenyl)pyrrolidin-3-yl)-2-fluorobenzoic acid